2,2-dimethyl-2,3-dihydro-[1,4]dioxino[2,3-b]pyridine-7-carboxylic acid CC1(OC=2C(=NC=C(C2)C(=O)O)OC1)C